OC1=C(C=CC2=CC=CC=C12)C(=O)O.C(C1=CC=CC=C1)N1CCC(CC1)CC=1C(C2=CC(=C(C=C2C1)OC)OC)=O (+-)-2-[(1-benzyl-4-piperidyl)methyl]-5,6-dimethoxy-1-indenone 1-hydroxy-2-naphthoate